N12CCNCCCN(CCNCCC1)CC2 1,4,8,11-Tetraazabicyclo[6.6.2]hexadecan